ClC1=NC=CC(=N1)NC=1C=CC=C2CNC(C12)=O 7-((2-chloropyrimidin-4-yl)amino)isoindolin-1-one